(R)-1-(3-(2,5-dimethyl-1H-pyrrol-1-yl)-2-methylphenyl)propan-2-amine dihydrochloride Cl.Cl.CC=1N(C(=CC1)C)C=1C(=C(C=CC1)C[C@@H](C)N)C